CC([O-])CC.CC([O-])CC.CC([O-])CC.CC([O-])CC.[Ti+4] titanium tetrasec-butoxide